C(C)(C)(C)C1=C(C=C(C=C1)C)OC1=C(C=CC=C1)[N+](=O)[O-] 1-tert-butyl-4-methyl-2-(2-nitrophenoxy)benzene